OC=1C=C2C=CC(=CC2=CC1)CN[C@@H](C(=O)N[C@H](C(=O)NCC1=CC=C(C=C1)C(=N)NC(OCC1=CC=CC=C1)=O)C)CCC1=CC=CC=C1 Benzyl ((4-(((S)-2-((R)-2-(((6-hydroxynaphthalen-2-yl)methyl)amino)-4-phenylbutanamido)propanamido)methyl)phenyl)(imino)methyl)carbamate